(2s,4r)-4-(difluoromethoxy)pyridine FC(OC1=CC=NC=C1)F